methyl (4-(6-((tert-butoxycarbonyl)(2-(2-cyano-7-fluoro-4-methoxy-1H-indol-1-yl)ethyl)amino)pyrimidin-4-yl)phenyl)(methyl)carbamate C(C)(C)(C)OC(=O)N(C1=CC(=NC=N1)C1=CC=C(C=C1)N(C(OC)=O)C)CCN1C(=CC2=C(C=CC(=C12)F)OC)C#N